FC=1C=C(C(=O)O)C=C(C1F)[N+](=O)[O-] 3,4-difluoro-5-nitro-benzoic acid